C(C)[C@@H]1N(CCCC1)C(C[C@@H](C(=O)N[C@@H](C)C1=NC2=C(N1)C=CC=C2F)NC(OC(C)(C)C)=O)=O tert-Butyl ((S)-4-((S)-2-ethylpiperidin-1-yl)-1-(((S)-1-(4-fluoro-1H-benzo[d]imidazol-2-yl)ethyl)amino)-1,4-dioxobutan-2-yl)carbamate